glycerol acetyl-2-undecyl-adipate C(C)(=O)C(C(=O)O)(CCCC(=O)O)CCCCCCCCCCC.OCC(O)CO